OCCC[C@H](C)OC1=NC(=CC=C1S(=O)(=O)N1[C@@H](CCC1)C(=O)OCCCC)C butyl ((2-(((S)-5-hydroxypentan-2-yl)oxy)-6-methylpyridin-3-yl)sulfonyl)-L-prolinate